COC(CNC(=O)N1C=NC=C1)OC N-(2,2-Dimethoxyethyl)-1H-imidazole-1-carboxamide